C(#N)[C@H](CC1=CC=CC=C1)NC(C1=CC=C(C=C1)F)=O (S)-N-(1-cyano-2-phenylethyl)-4-fluorobenzamide